(2S)-1-tert-butoxycarbonylpiperazine-2-carboxylic acid C(C)(C)(C)OC(=O)N1[C@@H](CNCC1)C(=O)O